3-(5-chloro-6-fluoro-1H-indol-3-yl)urea ClC=1C=C2C(=CNC2=CC1F)NC(N)=O